[Ge].[Ag].[S] sulfur silver-germanium